Benzyl 4-(4-cyano-3-fluorophenyl)piperazine-1-carboxylate C(#N)C1=C(C=C(C=C1)N1CCN(CC1)C(=O)OCC1=CC=CC=C1)F